(R)-3-((2-chloro-6,7-dihydrothieno[3,2-d]pyrimidin-4-yl)amino)piperidine-1-carboxylic acid methyl ester COC(=O)N1C[C@@H](CCC1)NC=1C2=C(N=C(N1)Cl)CCS2